tert-butyl N-[1-(5-bromopyrimidin-2-yl) cyclopropyl]-N-methylcarbamate BrC=1C=NC(=NC1)C1(CC1)N(C(OC(C)(C)C)=O)C